FC1=C(C=C(C(=C1)[N+](=O)[O-])F)S(=O)(=O)Cl 2,5-difluoro-4-nitrobenzene-1-sulfonyl chloride